N[C@H](C(=O)NC=1C=CC(=C(C(=O)N[C@@H](C)C2=CC=CC3=CC=CC=C23)C1)C)CN 5-((S)-2,3-diaminopropanamido)-2-methyl-N-((S)-1-(naphthalen-1-yl)ethyl)benzamide